COC(CCCCCCCNC(CC(CCCN1C[C@@H]([C@@H](CC1)NC(C1=C(C=C(C(=C1)Cl)N)OC)=O)OC)C)=O)=O 8-(6-((3S,4R)-4-(4-amino-5-chloro-2-methoxybenzamido)-3-methoxypiperidin-1-yl)-3-methylhexanamido)octanoic acid methyl ester